C(CC)OCC(C)OCCC Propylenglycol di-n-propyl ether